NCC(=O)N1C(C=2N(CC1)C(=C(N2)C2=CC(=C(C=C2)F)F)NC=2C=C(C=CC2)C)(C)C 2-amino-1-(2-(3,4-difluorophenyl)-8,8-dimethyl-3-(m-tolylamino)-5,6-dihydroimidazo[1,2-a]pyrazin-7(8H)-yl)ethan-1-one